CS(=O)(=O)C1CC(N(C1)C(CNC(C1=CC=C(C=C1)OC1=CC=CC=C1)=O)=O)C(=O)N 4-(methylsulfonyl)-1-((4-phenoxybenzoyl)glycyl)pyrrolidine-2-carboxamide